(4-(4-(benzo[d]thiazol-5-ylamino)quinolin-6-yl)-3-fluorophenyl)(1,3-dihydro-2H-pyrrolo[3,4-c]pyridin-2-yl)methanone S1C=NC2=C1C=CC(=C2)NC2=CC=NC1=CC=C(C=C21)C2=C(C=C(C=C2)C(=O)N2CC=1C=NC=CC1C2)F